FC1(CCC2=C1N=C(N=C2C2=CC1=C(C=C2)[C@@]2(NC(OC2(C)C)=O)CO1)N1[C@H]([C@@H](C1)O)C)F (R)-6-(7,7-difluoro-2-((2S,3R)-3-hydroxy-2-methylazetidin-1-yl)-6,7-dihydro-5H-cyclopenta[d]pyrimidin-4-yl)-5',5'-dimethyl-2H-spiro[benzofuran-3,4'-oxazolidin]-2'-one